(2S,5R)-5-(2-chlorophenyl)-1-(4'-(methylsulfonylamino)-[1,1'-biphenyl]-4-carbonyl)pyrrolidine-2-carboxylic acid ClC1=C(C=CC=C1)[C@H]1CC[C@H](N1C(=O)C1=CC=C(C=C1)C1=CC=C(C=C1)NS(=O)(=O)C)C(=O)O